[2-(11-cyclopropyl-7-methylsulfonyl-1,9-diazatricyclo[6.3.1.04,12]dodeca-2,4,6,8(12)-tetraen-2-yl)-7-fluoro-1-methyl-benzimidazol-5-yl]methanone C1(CC1)C1CNC=2C(=CC=C3C=C(N1C32)C3=NC2=C(N3C)C(=CC(=C2)C=O)F)S(=O)(=O)C